(S)-3-(4-cyanophenyl)-3-hydroxy-N-(1-(3-(2,2,2-trifluoroethoxy)phenyl)cyclopropyl)-butanamide C(#N)C1=CC=C(C=C1)[C@@](CC(=O)NC1(CC1)C1=CC(=CC=C1)OCC(F)(F)F)(C)O